C(C)(C)C(CO)(CO)CCC(C)C 2-isopropyl-2-isopentyl-1,3-propylene glycol